2-allyl-5-chloro-6-(3-nitrophenyl)-3-oxo-pyridazine-4-carboxylic acid ethyl ester C(C)OC(=O)C=1C(N(N=C(C1Cl)C1=CC(=CC=C1)[N+](=O)[O-])CC=C)=O